methyl-(E)-2-[3-chloro-2-[[(Z)-[3-(4-fluorophenyl)-1-(methoxymethyl)prop-2-ynylidene]amino]oxymethyl]phenyl]-3-methoxy-prop-2-enoate COC(\C(=C\OC)\C1=C(C(=CC=C1)Cl)CO\N=C(\C#CC1=CC=C(C=C1)F)/COC)=O